N-[3-(1,5-dimethyl-6-oxopyridin-3-yl)-4-(trans-4-hydroxycyclohexyl)oxyphenyl]ethanesulfonamide CN1C=C(C=C(C1=O)C)C=1C=C(C=CC1O[C@@H]1CC[C@H](CC1)O)NS(=O)(=O)CC